C1CN(CCC12CCNCC2)C2=CC=C(C=N2)C=2C1=C(C(N(C2)C)=O)N(C=C1)S(=O)(=O)C1=CC=C(C)C=C1 4-[6-(3,9-diazaspiro[5.5]undecan-3-yl)pyridin-3-yl]-6-methyl-1-tosyl-1H-pyrrolo[2,3-c]pyridin-7(6H)-one